C(C)NC1=C2C(=NC(=C1)NC1=CC=C(C=3CCOC31)C(=O)N3CCN(CC3)C3COC3)NC=C2C(F)(F)F (7-((4-(ethylamino)-3-(trifluoromethyl)-1H-pyrrolo[2,3-b]pyridin-6-yl)amino)-2,3-dihydrobenzofuran-4-yl)(4-(oxetan-3-yl)piperazin-1-yl)methanone